(2R,4R)-4-(5-(4-chloro-2-fluorophenyl)-2,3-dimethyl-4-oxo-3,4-dihydropyrido[4,3-d]pyrimidin-7-yl)tetrahydro-2H-pyran-2-carboxylic acid ethyl ester C(C)OC(=O)[C@@H]1OCC[C@H](C1)C1=CC=2N=C(N(C(C2C(=N1)C1=C(C=C(C=C1)Cl)F)=O)C)C